Cl.N1CC(C1)C(=O)N1C[C@@H](N(CC1)C1=NC=C(C=N1)C(F)(F)F)C (S)-azetidin-3-yl(3-methyl-4-(5-(trifluoromethyl)pyrimidin-2-yl)piperazine-1-yl)methanone hydrochloride